ClC1=C2C(=NC=C1)C=C(O2)I 7-chloro-2-iodofuro[3,2-b]pyridine